1,2-bis(mercaptomethyl-thio)butane SCSCC(CC)SCS